C(C)(C)N1CCC(CC1)N1CCC(CC1)C=1C(=CC2=C(N(C(=N2)C2=CC=C(C=C2)S(=O)(=O)C)C)C1)C 6-(1'-isopropyl-[1,4'-bipiperidin]-4-yl)-1,5-dimethyl-2-(4-(methylsulfonyl)phenyl)-1H-benzo[d]imidazole